tert-butyl 2-(methylthio)-4-(((trifluoromethyl)sulfonyl)oxy)-5,8-dihydrOpyrido[3,4-d]pyrimidine-7(6H)-carboxylate CSC=1N=C(C2=C(N1)CN(CC2)C(=O)OC(C)(C)C)OS(=O)(=O)C(F)(F)F